NC1=NN2C(C=C(C=C2)C=2C(=C(OCC(C(CC)(F)F)(O)C3=CC=C(C=C3)F)C=C(C2)F)F)=N1 (3-(2-amino-[1,2,4]triazolo[1,5-a]pyridin-7-yl)-2,5-difluorophenoxy)-3,3-difluoro-2-(4-fluorophenyl)pentan-2-ol